tri-(2-propynyl)ethanolamine C(C#C)C(C(O)(CC#C)CC#C)N